Cl.Cl.CN1CC(CC1)CCSC=1NC2=CC=CC=C2CN1 2-((2-(1-methylpyrrolidin-3-yl)ethyl)thio)-1,4-dihydroquinazoline dihydrochloride